ClC=1C(=C(C=CC1)[C@H](CCO)N[S@](=O)C(C)(C)C)F (R)-N-((S)-1-(3-chloro-2-fluorophenyl)-3-hydroxypropyl)-2-methylpropane-2-sulfinamide